N12CCCC(C1)C2 Azabicyclo[3.1.1]heptane